methyl 5-(5-{[1-(tert-butoxycarbonyl)azetidin-3-yl]oxy}-3-fluoropyridin-2-yl)-1-methylpyrrole-3-carboxylate C(C)(C)(C)OC(=O)N1CC(C1)OC=1C=C(C(=NC1)C1=CC(=CN1C)C(=O)OC)F